methylene-lysine C=N[C@@H](CCCCN)C(=O)O